N1=CN=C(C=C1)C1=NC=NC=C1 4,4'-bipyrimidin